OC1=C(C=CC(=C1)C(F)(F)F)C1=C2C(=C(N=N1)N1C[C@](CC1)(O)C)N=CC=C2 (S)-1-(5-(2-hydroxy-4-(trifluoromethyl)phenyl)pyrido[2,3-d]-pyridazin-8-yl)-3-methylpyrrolidin-3-ol